COC1=C(C=CC(=N1)C(=O)NS(=O)(=O)C)[N+](=O)[O-] 6-methoxy-N-(methylsulfonyl)-5-nitropyridineamide